β-tocopheryl acetate CC1=CC(=C(C2=C1OC(CC2)(C)CCCC(C)CCCC(C)CCCC(C)C)C)OC(=O)C